2-(4-(6,7-dimethoxyquinazolin-4-yl)-1,4-diazacycloheptan-1-yl)ethan-1-amine COC=1C=C2C(=NC=NC2=CC1OC)N1CCN(CCC1)CCN